CN(CC(CO)C)C 3-dimethylamino-2-methyl-1-propanol